tert-butyl ((trans)-4-(((7-(cyclopropylmethoxy)-5-fluoro-4-oxo-3,4-dihydroquinazolin-2-yl)methyl)thio)cyclohexyl)carbamate C1(CC1)COC1=CC(=C2C(NC(=NC2=C1)CS[C@@H]1CC[C@H](CC1)NC(OC(C)(C)C)=O)=O)F